CN(C/C=C/C(=O)N1CCOC2=C3C(=NC=NC3=CC=C21)NC2=CC(=C(C=C2)OCC2=CC(=CC=C2)F)OC)C (E)-4-(dimethylamino)-1-(10-((4-((3-fluorobenzyl)oxy)-3-methoxyphenyl)amino)-2,3-dihydro-4H-[1,4]oxazino[2,3-f]quinazolin-4-yl)but-2-en-1-one